(E)-tert-butyl (2-(((2-cyclopropyl-1-oxo-1,2,3,4-tetrahydroisoquinolin-6-yl)oxy)methyl)-3-fluoroallyl)carbamate C1(CC1)N1C(C2=CC=C(C=C2CC1)OC\C(\CNC(OC(C)(C)C)=O)=C\F)=O